FC1(CCN(CC1)CCCCCCCNC1=CC=C(C=C1)N1C(NC(CC1)=O)=O)F 1-(4-((7-(4,4-difluoropiperidin-1-yl)heptyl)amino)phenyl)dihydropyrimidine-2,4(1H,3H)-dione